4-(2-(1-(2-methylbutanoyl)piperidin-2-yl)-1H-imidazol-5-yl)benzoic acid CC(C(=O)N1C(CCCC1)C=1NC(=CN1)C1=CC=C(C(=O)O)C=C1)CC